Methyl (S)-2-(4-amino-3-chlorobenzamido)-3,3-dimethylbutanoate NC1=C(C=C(C(=O)N[C@H](C(=O)OC)C(C)(C)C)C=C1)Cl